2-[3-methyl-4-(pyrimidin-2-ylamino)phenylamino]-4-(4-tert-butylaminopiperidin-1-yl)-quinoline hydrochloride salt Cl.CC=1C=C(C=CC1NC1=NC=CC=N1)NC1=NC2=CC=CC=C2C(=C1)N1CCC(CC1)NC(C)(C)C